Benzyl (3-(ethyl(2,2,2-trifluoroethyl)amino)propyl)carbamate C(C)N(CCCNC(OCC1=CC=CC=C1)=O)CC(F)(F)F